CC1(CC1)NC(O[C@H]1C[C@H](CC1)C1=CC(=NN1)NC(COC1=C(C(=CC(=C1)OC)O)C=O)=O)=O (1R,3S)-3-(3-(2-(2-formyl-3-hydroxy-5-methoxyphenoxy)acetamido)-1H-pyrazol-5-yl)cyclopentyl (1-methylcyclopropyl)carbamate